N4-(benzo[d][1,3]dioxol-5-yl)-N2-(2,3-dihydro-1H-inden-2-yl)-5-(trifluoromethyl)pyrimidine-2,4-diamine O1COC2=C1C=CC(=C2)NC2=NC(=NC=C2C(F)(F)F)NC2CC1=CC=CC=C1C2